3-(2-ethylbenzyl)-6-(piperazin-1-yl)isobenzofuran-1(3H)-one hydrochloride Cl.C(C)C1=C(CC2OC(C3=CC(=CC=C23)N2CCNCC2)=O)C=CC=C1